N[C@@H](CCCCN)C(=O)NC(=O)N lysylurea